o-chloroformylaniline ClC(=O)C1=C(N)C=CC=C1